2-[3-(methoxymethoxy)-8-methyl-1-naphthyl]-4,4,5,5-tetramethyl-1,3,2-dioxaborolane COCOC=1C=C(C2=C(C=CC=C2C1)C)B1OC(C(O1)(C)C)(C)C